tert-butyl N-[4-[6-fluoro-5-[[4-methyl-6-(methylamino) pyrimidin-2-yl]amino]-2,3-dihydrobenzofuran-7-yl]cyclohex-3-en-1-yl]carbamate FC1=C(C2=C(CCO2)C=C1NC1=NC(=CC(=N1)C)NC)C1=CCC(CC1)NC(OC(C)(C)C)=O